O(C1=CC=CC=C1)C1=CC=C(C=C1)[C@@H]1NCCN2C1=NS(CC2)(=O)=O (9S)-9-(4-phenoxyphenyl)-3,4,6,7,8,9-hexahydropyrazino[2,1-c][1,2,4]thiadiazine 2,2-dioxide